tetrahydropyranyl-methyl-dichloro-phosphite O1C(CCCC1)P([O-])(Cl)(Cl)C